(R)-5-{4-[4-(5-chlorobenzoxazol-2-yl)piperidine-1-carbonyl]phenyl}-5-isopropylimidazolidine-2,4-dione ClC=1C=CC2=C(N=C(O2)C2CCN(CC2)C(=O)C2=CC=C(C=C2)[C@@]2(C(NC(N2)=O)=O)C(C)C)C1